C(C)(C)(C)C1=NOC(=N1)C(=O)N[C@H](C)C1=C(C=C(C=C1)C1=NC=NC=2NC3=CC(=CC=C3C21)N2CCC1(CCN(C1)C(=O)OCC1=CC=CC=C1)CC2)C benzyl (R)-8-(4-(4-(1-(3-(tert-butyl)-1,2,4-oxadiazole-5-carboxamido) ethyl)-3-methylphenyl)-9H-pyrimido[4,5-b]indol-7-yl)-2,8-diazaspiro[4.5]decane-2-carboxylate